FC1(C[C@H](N(C1)C(=O)OC(C)(C)C)C(CC(C(F)(F)F)(C(=O)OC)O)=O)F tert-butyl (2S)-4,4-difluoro-2-(4,4,4-trifluoro-3-hydroxy-3-(methoxycarbonyl)butanoyl)pyrrolidine-1-carboxylate